O=C1C2=C(N=C(N1)[C@H]1[C@@H](CC1)C1=NC=CC=N1)N(N=C2C#N)[C@@H](C)C2=CC(=CC=C2)C(F)(F)F 4-oxo-6-((1R,2R)-2-(pyrimidin-2-yl)cyclobutyl)-1-((S)-1-(3-(trifluoromethyl)phenyl)ethyl)-4,5-dihydro-1H-pyrazolo[3,4-d]pyrimidine-3-carbonitrile